1,5-anhydro-2,3-dideoxy-3-[(4-methyl-5-{[4-(1,3-oxazol-2-yl)phenyl]methyl}-2,3-dihydro-1-benzofuran-7-carbonyl)amino]-L-threo-pentitol CC1=C(C=C(C2=C1CCO2)C(=O)N[C@H]2CCOC[C@@H]2O)CC2=CC=C(C=C2)C=2OC=CN2